8-phenylpyrido[2,3-d]pyrimidin-7(8H)-one C1(=CC=CC=C1)N1C(C=CC2=C1N=CN=C2)=O